The molecule is a monocarboxylic acid anion resulting from the removal of a proton from the carboxy group of flufenamic acid. It has a role as an antipyretic, a non-steroidal anti-inflammatory drug and a non-narcotic analgesic. It is a monocarboxylic acid anion and an aromatic amino-acid anion. It derives from a diphenylamine, an anthranilic acid and a (trifluoromethyl)benzene. It is a conjugate base of a flufenamic acid. C1=CC=C(C(=C1)C(=O)[O-])NC2=CC=CC(=C2)C(F)(F)F